CC=1C=C(C=NC1)C1=CC(=NN1)NC=1N=C(C2=C(N1)C=C(O2)C2=CC=NC=C2)N2CCOCC2 N-[5-(5-methyl-3-pyridyl)-1H-pyrazol-3-yl]-4-morpholino-6-(4-pyridyl)furo[3,2-d]pyrimidin-2-amine